7-((2R,3R,4S,5R)-5-((R)-(3,4-dichlorophenyl)(hydroxy)methyl)-3,4-dihydroxytetrahydrofuran-2-yl)-1,7-dihydro-4H-pyrrolo[2,3-d]pyrimidin-4-one O-methyl oxime CON=C1C2=C(NC=N1)N(C=C2)[C@@H]2O[C@@H]([C@H]([C@H]2O)O)[C@H](O)C2=CC(=C(C=C2)Cl)Cl